[C@H]12NC[C@H]([C@@H]1N1C(=CC=3C(=NC=4C(=C(C(=CC4C31)CCC#N)C3=C(C(=CC=C3)Cl)Cl)F)C)[C@@H](C)NC=3C=NN(C3)C)C2 3-(1-((1R,4R,5S)-2-azabicyclo[2.1.1]hexan-5-yl)-7-(2,3-dichlorophenyl)-6-fluoro-4-methyl-2-((R)-1-((1-methyl-1H-pyrazol-4-yl)amino)ethyl)-1H-pyrrolo[3,2-c]quinolin-8-yl)propionitrile